(5-chloro-2-((5-cyanopyridin-3-yl)methoxy)-4-((3-(1-(4-((R)-3-hydroxypyrrolidin-1-yl)butyl)-1H-indazol-4-yl)-2-nitrobenzyl)oxy)benzyl)-L-serine ClC=1C(=CC(=C(CN[C@@H](CO)C(=O)O)C1)OCC=1C=NC=C(C1)C#N)OCC1=C(C(=CC=C1)C1=C2C=NN(C2=CC=C1)CCCCN1C[C@@H](CC1)O)[N+](=O)[O-]